N[C@@H](CS)C(=O)O exo-cysteine